N-(5-(((1s,3s)-3-((tert-butyldimethylsilyl)oxy)cyclobutyl)methoxy)-1,3,4-thiadiazol-2-yl)-5'-methoxy-2',6-dimethyl-(4,4'-bipyridine)-3-carboxamide [Si](C)(C)(C(C)(C)C)OC1CC(C1)COC1=NN=C(S1)NC(=O)C=1C=NC(=CC1C1=CC(=NC=C1OC)C)C